6-((3S,5S)-3,5-dimethylpiperazin-1-yl)-N-(8-fluoro-2-methylimidazo[1,2-a]pyridin-6-yl)-4-(fluoromethyl)-1H-indazol-3-amine 2,2,2-trifluoroacetate FC(C(=O)O)(F)F.C[C@H]1CN(C[C@@H](N1)C)C1=CC(=C2C(=NNC2=C1)NC=1C=C(C=2N(C1)C=C(N2)C)F)CF